N-[(1S)-1-[[(2-chloroacetyl)-[[(3R)-2-oxo-pyrrolidin-3-yl]methyl]amino]carbamoyl]-3-methyl-butyl]-1H-indole-2-carboxamide ClCC(=O)N(C[C@@H]1C(NCC1)=O)NC(=O)[C@H](CC(C)C)NC(=O)C=1NC2=CC=CC=C2C1